C(C1=CC=CC=C1)OC(=O)N1CCC(CC1)(O)C(N)=O.CN(N)C1=CC=C(C=C1)OC N-methyl-N-(p-methoxyphenyl)hydrazine Benzyl-4-carbamoyl-4-hydroxypiperidine-1-carboxylate